6-((2-(1-(cyclopropylsulfonyl)-1H-pyrazol-4-yl)pyrimidin-4-yl)amino)-4-(isopropylamino)-N-(1-(methylsulfonyl)azetidin-3-yl)nicotinamide C1(CC1)S(=O)(=O)N1N=CC(=C1)C1=NC=CC(=N1)NC1=NC=C(C(=O)NC2CN(C2)S(=O)(=O)C)C(=C1)NC(C)C